CN1C=NN2C(C1=O)=CC=C2 3-methylpyrrolo[2,1-f][1,2,4]triazin-4(3H)-one